4-fluoro-1-[3-(1-methyl-1H-pyrazol-4-yl)propionyl]-N-{phenyl-[4-(propan-2-yl)phenyl]methyl}pyrrolidine-2-carboxamide FC1CC(N(C1)C(CCC=1C=NN(C1)C)=O)C(=O)NC(C1=CC=C(C=C1)C(C)C)C1=CC=CC=C1